1-(3,3-dimethyltetrahydropyran-4-yl)ethanone CC1(COCCC1C(C)=O)C